4-[2-(2-methylbenzoyl)-2,3,4,9-tetrahydro-1H-β-carbolin-9-ylmethyl]-N-hydroxybenzoamide CC1=C(C(=O)N2CC=3N(C4=CC=CC=C4C3CC2)CC2=CC=C(C(=O)NO)C=C2)C=CC=C1